COC(=O)C=1N=C(SC1)NCCCC1OC(OCC1)(C)C [3-(2,2-dimethyl-1,3-dioxan-4-yl)propylamino]thiazole-4-carboxylic acid methyl ester